5-amino-8-[2-chloro-6-(hydroxymethyl)-4-pyridyl]-2-[(5-methyloxazol-4-yl)methyl]-7-phenyl-[1,2,4]triazolo[4,3-c]pyrimidin-3-one NC1=NC(=C(C=2N1C(N(N2)CC=2N=COC2C)=O)C2=CC(=NC(=C2)CO)Cl)C2=CC=CC=C2